C(C)(=O)OO.OC[C@H](C1=CC=CC=C1)NC1=NC(=NC=C1C=1OC(=NN1)C(C)(C)O)NC=1C=C2CNC(C2=CC1)=O (S)-5-((4-((2-hydroxy-1-phenylethyl)amino)-5-(5-(2-hydroxypropan-2-yl)-1,3,4-oxadiazol-2-yl)pyrimidin-2-yl)amino)isoindolin-1-one Peracetate